ClC1=CC(=C(N=N1)C(=O)NC([2H])([2H])[2H])NC1=C(C(=CC=C1)C1=NN(N=C1C)C1CC1)OC 6-chloro-4-((3-(2-cyclopropyl-5-methyl-2H-1,2,3-triazol-4-yl)-2-methoxyphenyl)amino)-N-(methyl-d3)pyridazine-3-carboxamide